C1(CCCC1)CCN1N=CC(=C1)CNC1=NC=2N([C@H](C(NC2C(=N1)C)=O)C)C (7S)-2-(((1-(2-cyclopentylethyl)-1H-pyrazol-4-yl)methyl)amino)-4,7,8-trimethyl-7,8-dihydropteridin-6(5H)-one